N-({5-(methylthio)-6-[(1,3-thiazol-4-yl)methoxy]-2-indolyl}methyl)1-methylcyclopropanecarboxamide CSC=1C=C2C=C(NC2=CC1OCC=1N=CSC1)CNC(=O)C1(CC1)C